1-Ethoxy-3-methyl-but-2-en C(C)OCC=C(C)C